N,N-dimethylaminosulfur trifluoride CN(C)S(F)(F)F